Copper bipyridinecarboxylate N1=C(C(=CC=C1)C(=O)[O-])C1=NC=CC=C1.[Cu+2].N1=C(C(=CC=C1)C(=O)[O-])C1=NC=CC=C1